4-diethylaminoacetophenone CCN(CC)C1=CC=C(C=C1)C(=O)C